N1=CN=CC(=C1)OC1=CC=C(C=C1)C(C)(C)C1=CC=C(OC2CC(C2)NC(OC(C)(C)C)=O)C=C1 tert-butyl ((1r,3r)-3-(4-(2-(4-(pyrimidin-5-yloxy)phenyl)propan-2-yl)phenoxy) cyclobutyl)carbamate